O=C([C]NCC(=O)NC=1C=C(C=C(C(=O)O)C1)C(=O)O)C1=CC=CC=C1 5-(2-((2-oxo-2-phenyl-1λ2-ethyl)amino)acetamido)-isophthalic acid